C(CC)OC1=CC=2CC[C@H]3[C@@H]4CC[C@@H]([C@@]4(C)CC[C@@H]3C2C=C1)O 3-propoxy-17β-hydroxyestra-1,3,5(10)-triene